N-(3-((2-((2-fluoro-4-(4-methylpiperazin-1-yl)phenyl)amino)-5,7-dihydrofuro[3,4-d]pyrimidin-4-yl)oxy)phenyl)acrylamide FC1=C(C=CC(=C1)N1CCN(CC1)C)NC=1N=C(C2=C(N1)COC2)OC=2C=C(C=CC2)NC(C=C)=O